[Si](C)(C)(C(C)(C)C)OC[C@@H](CN1C2(C3=CC=CC=C3C1=O)CCC1(CC2)OCCO1)C 2''-[(2R)-3-{[tert-butyl(dimethyl)silyl]oxy}-2-methylpropyl]dispiro[[1,3]dioxolane-2,1'-cyclohexane-4',1''-isoindol]-3''(2''H)-one